C(C)OC(=O)C1C2CCNCCC12 4-azabicyclo[5.1.0]octane-8-carboxylic acid ethyl ester